FC=1C=C(C=NC1C1=C2CCNC2=CC(=C1)F)C=O 5-fluoro-6-(6-fluoro-2,3-dihydro-1H-indol-4-yl)pyridine-3-carbaldehyde